C(C)OCC1=NC(=NO1)C1=C(C(=NC=C1)NC1=C(C=NC(=C1)NC(CC)=O)C(=O)NC([2H])([2H])[2H])OC 4-({4-[5-(ethoxymethyl)-1,2,4-oxadiazol-3-yl]-3-methoxypyridin-2-yl}amino)-N-(2H3)methyl-6-propionylaminopyridine-3-carboxamide